2-(5-(7,8-dimethyl-[1,2,4]triazolo[1,5-a]pyridin-6-yl)-4-isopropyl-1H-pyrazol-3-yl)-4-methyl-5-(1-(tetrahydro-2H-pyran-4-yl)piperidin-4-yl)thiazole CC1=C(C=2N(C=C1C1=C(C(=NN1)C=1SC(=C(N1)C)C1CCN(CC1)C1CCOCC1)C(C)C)N=CN2)C